OC1=C(C=CC2=CC(C3C(C2C3)(C)C)=O)C=CC(=C1)OC 4-(2-hydroxy-4-methoxystyryl)-6,6-dimethylbicyclo[3.1.1]hept-3-en-2-one